4-[5-(2-aminoethyl)pyrimidin-2-yl]-3-(1-pyridin-2-ylpyrazol-4-yl)oxybenzonitrile NCCC=1C=NC(=NC1)C1=C(C=C(C#N)C=C1)OC=1C=NN(C1)C1=NC=CC=C1